6-(4-(4-((2-(2,6-dioxopiperidin-3-yl)-1-oxoisoindolin-4-yl)methyl)piperazin-1-yl)piperidin-1-yl)-2-(4-phenoxyphenyl)nicotinamide O=C1NC(CCC1N1C(C2=CC=CC(=C2C1)CN1CCN(CC1)C1CCN(CC1)C1=NC(=C(C(=O)N)C=C1)C1=CC=C(C=C1)OC1=CC=CC=C1)=O)=O